(R)-(3-aminopiperidin-1-yl)(2-(1-(4-methoxybenzyl)-1H-indol-2-yl)-3-methylimidazo[1,2-a]pyridin-7-yl)methanone N[C@H]1CN(CCC1)C(=O)C1=CC=2N(C=C1)C(=C(N2)C=2N(C1=CC=CC=C1C2)CC2=CC=C(C=C2)OC)C